ferulate (4-hydroxy-3-methoxy cinnamate) OC1=C(C=C(C=CC(=O)O)C=C1)OC.C(\C=C\C1=CC(OC)=C(O)C=C1)(=O)O